tert-butyl 4-(((1r,3r)-3-(5-amino-4-cyano-3-(2-phenylquinolin-7-yl)-1H-pyrazol-1-yl)cyclobutyl)methyl)piperazine-1-carboxylate NC1=C(C(=NN1C1CC(C1)CN1CCN(CC1)C(=O)OC(C)(C)C)C1=CC=C2C=CC(=NC2=C1)C1=CC=CC=C1)C#N